4-(7-fluoroimidazo[1,2-a]pyridin-3-yl)-7-((6-(((R)-3-hydroxypyrrolidin-1-yl)methyl)-5-((S)-tetrahydrofuran-3-yl)pyridin-2-yl)amino)isoindolin-1-one FC1=CC=2N(C=C1)C(=CN2)C2=C1CNC(C1=C(C=C2)NC2=NC(=C(C=C2)[C@H]2COCC2)CN2C[C@@H](CC2)O)=O